ClC=1C=C(C=NC1C=C)C1=NOC(C1)CCC 3-(5-chloro-6-vinylpyridin-3-yl)-5-propyl-4,5-dihydroisoxazole